2-methoxy-1-((4-(tert-amyl)cyclohexylidene)methoxy)-4-propylbenzene COC1=C(C=CC(=C1)CCC)OC=C1CCC(CC1)C(C)(C)CC